C(C)(C)(C)OC(=O)NCC1=CC=C(S1)S(=O)(=O)C=1C=C(C(=O)OC)C=CC1 methyl 3-((5-(((tert-butoxycarbonyl)amino)methyl)thiophen-2-yl)sulfonyl)benzoate